CNC=1N=C(C(=NC1C=1C2=C(C=NC1)N(C=N2)C)C(=O)N)NC2=CC=C(C=C2)N2CC1OC(C2)C1 5-(methylamino)-6-(3-methylimidazo[4,5-c]pyridin-7-yl)-3-[4-(6-oxa-3-azabicyclo[3.1.1]heptan-3-yl)anilino]pyrazine-2-carboxamide